N2-isopropyl-6-nitropyridine-2,3-diamine C(C)(C)NC1=NC(=CC=C1N)[N+](=O)[O-]